3-(2-(4-((5-cyclopropyl-3-(2,6-dichlorophenyl)isoxazol-4-yl)methoxy)piperidin-1-yl)oxazol-4-yl)-1,2,4-oxadiazol-5(4H)-one C1(CC1)C1=C(C(=NO1)C1=C(C=CC=C1Cl)Cl)COC1CCN(CC1)C=1OC=C(N1)C1=NOC(N1)=O